5-[(2,4-diisobutylphenoxyethylsulfanyl)methyl]oxazol-2(3H)-one C(C(C)C)C1=C(OCCSCC2=CNC(O2)=O)C=CC(=C1)CC(C)C